C(OCCCCCC)OB(O)O 2-oxa-octyl-boric acid